(S)-(7-((2-Chloropyrimidin-5-yl)methoxy)-5-methyl-4-oxo-2,3,4,5-tetrahydrobenzo[b][1,4]oxazepin-3-yl)carbamic acid tert-butyl ester C(C)(C)(C)OC(N[C@@H]1C(N(C2=C(OC1)C=CC(=C2)OCC=2C=NC(=NC2)Cl)C)=O)=O